3-methoxy-2-((p-toluenesulfonyl)oxy)-3,3-diphenylpropanoic acid COC(C(C(=O)O)OS(=O)(=O)C1=CC=C(C)C=C1)(C1=CC=CC=C1)C1=CC=CC=C1